C1(CC1)C1=CN(C2=C1NC(C=C2)=O)COC 3-cyclopropyl-1-(methoxymethyl)-4H-pyrrolo[3,2-b]pyridin-5-one